ClC1=C(C=CC=C1)C1=NC=2N(C(NC(C2N1C1=CC=C(C=C1)Cl)=O)=O)C(C)C1=CC=C(C(=O)N)C=C1 4-[1-[8-(2-chlorophenyl)-7-(4-chlorophenyl)-2,6-dioxo-1H-purin-3-yl]ethyl]benzamide